C(OCC1=CC=C(C=C1)NC([C@H](C)NC([C@H](C(C)C)NC(CCOCCOCCOCCOCCOCCOCCOCCOCCN1C(C=CC1=O)=O)=O)=O)=O)(OC1=CC=C(C=C1)[N+](=O)[O-])=O {4-[(2S)-2-[(2S)-2-[1-(2,5-dioxo-2,5-dihydro-1H-pyrrol-1-yl)-3,6,9,12,15,18,21,24-octaoxaheptacosan-27-amido]-3-methylbutanamido]propanamido]phenyl}methyl 4-nitrophenyl carbonate